8-hydroxy-[-]-octanal OCCCCCCCC=O